CC(C)C1=CC=CC=C1OP(=O)(OC2=CC=CC=C2C(C)C)OC3=CC=CC=C3C(C)C tris(isopropylphenyl)phosphate